(4-chloro-3-fluorophenyl)-1-ethyl-8-((tetrahydro-2H-pyran-4-yl)methyl)-1,3,8-triazaspiro[4.5]decane-2,4-dione formate salt C(=O)O.ClC1=C(C=C(C=C1)N1C(N(C2(C1=O)CCN(CC2)CC2CCOCC2)CC)=O)F